3-(6-amino-8-((6-(dimethylamino)benzo[d][1,3]dioxol-5-yl)thio)-9H-purin-9-yl)-N-(tert-butyl)propane-1-sulfonamide NC1=C2N=C(N(C2=NC=N1)CCCS(=O)(=O)NC(C)(C)C)SC1=CC2=C(OCO2)C=C1N(C)C